O=C1NC(CCC1N1CCC2=C(C=CC=C12)N1CCC(CC1)CC(=O)OC(C)(C)C)=O tert-butyl 2-[1-[1-(2,6-dioxo-3-piperidyl)indolin-4-yl]-4-piperidyl]acetate